C(C1=CC=CC=C1)OCC(C(=O)N(C)OC)=C 2-((benzyloxy)methyl)-N-methoxy-N-methyl-acrylamide